C(C)(C)C1=NOC(=N1)N1CCC(CC1)[C@@H](C)OC1=NN2C(S1)=NC(=C2)C=2C=NC(=CC2)S(=O)(=O)C (R)-3-isopropyl-5-(4-(1-((6-(6-(methylsulfonyl)pyridin-3-yl)imidazo[2,1-b][1,3,4]thiadiazol-2-yl)oxy)ethyl)piperidin-1-yl)-1,2,4-oxadiazole